C1N(CCC2=CC=NC=C12)CCC1=CC=C(C=C1)N1N=C(N=N1)C1=C(C=C(C(=C1)OC)OC)NC(=O)C=1OC2=CC=CC=C2C(C1)=O N-(2-(2-(4-(2-(3,4-Dihydro-2,7-naphthyridin-2(1H)-yl)ethyl)phenyl)-2H-tetrazol-5-yl)-4,5-dimethoxyphenyl)-4-oxo-4H-chromene-2-carboxamide